C(C)(C)(C)OC1=NC=C(C(=N1)OC(C)(C)C)C=1C=C2C(=NN1)N(N=C2O[C@@H](C(F)F)C2=NC=NC(=C2)OCC(F)(F)F)C 5-(2,4-ditert-butoxypyrimidin-5-yl)-3-[(1R)-2,2-difluoro-1-[6-(2,2,2-trifluoroethoxy)pyrimidin-4-yl]ethoxy]-1-methyl-pyrazolo[3,4-c]pyridazine